C(CCCCCCC)C(CCCCCCCC)OC(CCCCCCCOC(=O)[C@H]1N(C[C@H](CC1)O)C(=O)OC(C)(C)C)=O (2s,5s)-5-hydroxypiperidine-1,2-dicarboxylic acid O1-tert-butyl ester O2-[8-(1-octylnonyloxy)-8-oxo-octyl] ester